P(=O)(OCCCCCCCCCCCC)(OCCCO)[O-] Dodecyl hydroxypropyl phosphate